4-((((benzyloxy)carbonyl)amino)methyl)heptanedioic acid C(C1=CC=CC=C1)OC(=O)NCC(CCC(=O)O)CCC(=O)O